N-(4-{2-[(2S)-1-(3,4-difluorophenyl)-6-oxopiperidin-2-yl]-5-(3,5-dimethyl-1,2-oxazol-4-yl)-1,3-benzodiazol-1-yl}cyclohexyl)prop-2-enamide FC=1C=C(C=CC1F)N1[C@@H](CCCC1=O)C1=NC2=C(N1C1CCC(CC1)NC(C=C)=O)C=CC(=C2)C=2C(=NOC2C)C